NC1=NC2=CC(=CC(=C2C=C1)N1CCC2(COC2)CC1)S(=O)(=O)NC1(CC1)C 2-amino-N-(1-methylcyclopropyl)-5-(2-oxa-7-azaspiro[3.5]nonan-7-yl)quinoline-7-sulfonamide